4-((4-(4-methylthiophene-2-yl)phenyl)thio)benzene-1,2-diamine CC=1C=C(SC1)C1=CC=C(C=C1)SC=1C=C(C(=CC1)N)N